ethyl 3-cyclopropyl-2-(3-fluoro-5-(2-(3-fluoroazetidin-1-yl)ethyl)-2-oxopyridin-1(2H)-yl)propanoate C1(CC1)CC(C(=O)OCC)N1C(C(=CC(=C1)CCN1CC(C1)F)F)=O